(S)-2-allyl-6-((4-((2-hydroxy-1-phenylethyl)amino)-5-(1,2,4-oxadiazol-5-yl)pyrimidin-2-yl)amino)-1-isopropyl-1,2-dihydro-3H-pyrazolo[3,4-b]pyridin-3-one C(C=C)N1N(C2=NC(=CC=C2C1=O)NC1=NC=C(C(=N1)N[C@H](CO)C1=CC=CC=C1)C1=NC=NO1)C(C)C